FC(C=1C=CC(=NC1)SC12CC(C1)(C2)C2CN(C2)C(=O)OC(C)(C)C)(F)F tert-butyl 3-[3-[[5-(trifluoromethyl)-2-pyridyl]sulfanyl]-1-bicyclo[1.1.1]pentanyl]azetidine-1-carboxylate